1,3,5-trinitroperhydro-1,3,5-triazine [N+](=O)([O-])N1CN(CN(C1)[N+](=O)[O-])[N+](=O)[O-]